3,14-diethyl-7,10-dioxo-3,14-diazahexadecane-5,12-diol C(C)N(CC)CC(CC(CCC(CC(CN(CC)CC)O)=O)=O)O